CO[C@@H]1CNCC[C@H]1NC1=CC=C2C(=NN(C2=C1)C)C1(C(NC(CC1)=O)=O)C 3-(6-(((3R,4R)-3-methoxypiperidin-4-yl)amino)-1-methyl-1H-indazol-3-yl)-3-methylpiperidine-2,6-dione